N(=NC1(CCCCC1)C(=O)[O-])C1(CCCCC1)C(=O)[O-] azobis(1-cyclohexanecarboxylate)